C(C)(C)(C)C1=CC(=NO1)NC(=O)NC1=C(C=C(C=C1)OC1=CC=NC=2NC(CCC12)=O)C(F)(F)F 1-(5-tert-butylisoxazol-3-yl)-3-[4-[(7-oxo-6,8-dihydro-5H-1,8-naphthyridin-4-yl)oxy]-2-(trifluoromethyl)phenyl]urea